tetrasodium pyrene-1,3,6,8-tetrasulfonate C1(=CC(=C2C=CC=3C(=CC(=C4C=CC1=C2C34)S(=O)(=O)[O-])S(=O)(=O)[O-])S(=O)(=O)[O-])S(=O)(=O)[O-].[Na+].[Na+].[Na+].[Na+]